BrC1=C(N(C2=C(N=CC(=C21)OCOC)Cl)C2=CC=C(C=C2)F)C(C)C 3-Bromo-7-chloro-1-(4-fluorophenyl)-2-isopropyl-4-(methoxymethoxy)pyrrolo[2,3-c]pyridine